ClC=1C=2C(N=C3N(C2C=CC1)C1=CC=C(C=C1C3(C)C)C=3C=NN(C3)C3OCCCC3)=O 4-chloro-7,7-dimethyl-9-(1-(tetrahydro-2H-pyran-2-yl)-1H-pyrazol-4-yl)indolo[1,2-a]quinazolin-5(7H)-one